3-(N-ethyl-N-phenylsulfamoyl)-N-(5-fluoropyridin-2-yl)benzamide C(C)N(S(=O)(=O)C=1C=C(C(=O)NC2=NC=C(C=C2)F)C=CC1)C1=CC=CC=C1